tert-butyl (3-((2-(2,6-dioxopiperidin-3-yl)-1-oxoisoindolin-4-yl)amino)cyclohexyl)carbamate O=C1NC(CCC1N1C(C2=CC=CC(=C2C1)NC1CC(CCC1)NC(OC(C)(C)C)=O)=O)=O